[2-(2-azaspiro[3.4]octan-2-yl)-1,3-benzoxazol-6-yl]-[4-(5-methyloxazolo[4,5-b]pyridin-2-yl)piperazin-1-yl]methanone C1N(CC12CCCC2)C=2OC1=C(N2)C=CC(=C1)C(=O)N1CCN(CC1)C=1OC=2C(=NC(=CC2)C)N1